(R)-methyl((6-(2-methylpyrrolidin-1-yl)-1-oxo-2,3-dihydro-1H-pyrrolo[3,4-c]pyridine-4-yl)methyl)tert-butyl carbamate C(N)(OC([C@@H](CC1=NC(=CC2=C1CNC2=O)N2C(CCC2)C)C)(C)C)=O